4-((5-Ethyl-1-methyl-4-oxo-4,5-dihydro-1H-pyrrolo[3,2-c]pyridin-3-yl)amino)-6-((5-fluoropyridin-2-yl)amino)-N-methylnicotinamide C(C)N1C(C2=C(C=C1)N(C=C2NC2=CC(=NC=C2C(=O)NC)NC2=NC=C(C=C2)F)C)=O